tert-butyl ((1S,2R)-2-(((1,5,7-trimethyl-4-oxo-4,5-dihydro-1H-pyrrolo[3,2-c]pyridin-3-yl)carbonyl)amino)cyclohexyl)carbamate CN1C=C(C=2C(N(C=C(C21)C)C)=O)C(=O)N[C@H]2[C@H](CCCC2)NC(OC(C)(C)C)=O